C(CCCCCCCCCCCCCCCCCC)C=1N(C=CN1)CCCCCCCCCCCCCCCCCC 2-nonadecyl-1-octadecylimidazole